N1CC2(C=3C1=NC=CC3)CNCC2 dihydrospiro[pyrrolidine-3,3'-pyrrolo[2,3-b]pyridin]